CC=1C(=C(C=2C(=CC=C(C2C1C(=O)O)C(=O)O)C(=O)O)C(=O)O)C dimethyl-1,4,5,8-naphthalenetetracarboxylic acid